methyl 2-(3-(2-methyl-1H-benzo[d]imidazole-4-carboxamido)-2,6-dioxopiperidin-1-yl)acetate CC1=NC2=C(N1)C=CC=C2C(=O)NC2C(N(C(CC2)=O)CC(=O)OC)=O